ClC1=C(C=CC=C1)NC1=C(SC(=C1)C(F)(F)F)C(=O)N 3-((2-chlorophenyl)amino)-5-(trifluoromethyl)thiophene-2-carboxamide